3'-O-methylthiomethyl-deoxycytidine CSCO[C@H]1C[C@@H](O[C@@H]1CO)N1C(=O)N=C(N)C=C1